2-imidazoline-2-yl-2,2'-azobis[2-methyl-N-[1,1-bis(hydroxymethyl)-2-hydroxyethyl]propionamide] N1C(=NCC1)CC(C(=O)NC(CO)(CO)CO)(C)N=NC(C(=O)NC(CO)(CO)CO)(C)C